OC(C)(C)C1OCCC1 (2-hydroxy-2-propyl)tetrahydrofuran